4-[3-[2,6-dichloro-4-(5-oxa-2-azaspiro[3.4]octan-2-yl)benzoyl]-2,4-dihydro-1,3-benzoxazine-8-yl]-2-(3-oxa-8-azabicyclo[3.2.1]octan-8-yl)benzoic acid ClC1=C(C(=O)N2COC3=C(C2)C=CC=C3C3=CC(=C(C(=O)O)C=C3)N3C2COCC3CC2)C(=CC(=C1)N1CC2(C1)OCCC2)Cl